CC=1CN(C(NN1)=O)NS(=O)(=O)C1=CC=C(C=C1)C(F)(F)F N-(6-methyl-3-oxo-2,3-dihydro-1,2,4-triazin-4(5H)-yl)-4-(trifluoromethyl)-benzenesulfonamide